C1(CC1)C(CC(=O)NNC(=O)N)C1=CC(=CC=C1)OCC1=CC(=C(C=C1)C1=CC(=NC=C1F)OC)CN(C(C)C)C(C)C 2-(3-cyclopropyl-3-(3-((3-((diisopropylamino)methyl)-4-(5-fluoro-2-methoxypyridin-4-yl)benzyl)oxy)phenyl)propanoyl)hydrazinecarboxamide